4-((6,6a,7,8,9,10-hexahydro-5H-pyrido[1,2-a]quinoxalin-5-yl)sulfonyl)-N,N-dimethylbenzenesulfonamide C1=CC=CC=2N(CC3N(C12)CCCC3)S(=O)(=O)C3=CC=C(C=C3)S(=O)(=O)N(C)C